2-[m-({4-[2-amino-6-(m-cyanophenyl)-4-pyrimidinyl]-1H-1,2,3-triazol-1-yl}methyl)phenyl]-2-methylpropanoic acid NC1=NC(=CC(=N1)C=1N=NN(C1)CC=1C=C(C=CC1)C(C(=O)O)(C)C)C1=CC(=CC=C1)C#N